NC=1C=2N(C3=CC(=C(C=C3N1)F)C(=O)N1[C@@H]3[C@H](O[C@@H](C1)C)CC=1C=C(C=CC13)C(F)(F)F)C(=NC2)C (4-amino-7-fluoro-1-methylimidazo[1,5-a]quinoxalin-8-yl)((2R,4aS,9aR)-2-methyl-7-(trifluoromethyl)-2,3,9,9a-tetrahydroindeno[2,1-b][1,4]oxazin-4(4aH)-yl)methanone